O=C1NC(CCC1C1=C(CN(C2CCN(CC2)C2=CC=C(C=C2)NC2=NC=C(C(=N2)NCC=2C(=NC=CC2)N(S(=O)(=O)C)C)C(F)(F)F)C)C=CC=C1)=O N-(3-(((2-((4-(4-((2-(2,6-dioxopiperidin-3-yl)benzyl)(methyl)amino)piperidin-1-yl)phenyl)amino)-5-(trifluoromethyl)pyrimidin-4-yl)amino)methyl)pyridin-2-yl)-N-methylmethanesulfonamide